N,N-di(β-hydroxyethyl)-p-toluidine OCCN(C1=CC=C(C=C1)C)CCO